CN1CC=2N(CC1=O)N=C(C2)[Sn](CCCC)(CCCC)CCCC 5-methyl-2-(tributylstannyl)-4H,7H-pyrazolo[1,5-a]pyrazin-6-one